P(O)(=O)(OP(=O)(O)OP(=O)(O)O)OC[C@@H]1[C@H]([C@H]([C@@H](O1)N1C(=O)N=C(N)C(=C1)CC=CN)O)O 5-aminoallyl cytidine-5'-triphosphate